C1(C(=CC(C2=CC=CC=C12)=O)C(=O)OCCCC)=O butyl naphthoquinoneformate